ClC1=CC=C2C(=N1)C(=CN2)NC2=NC1=C(N2)C=CC(=C1)C#CCOC N-(5-Chloro-1H-pyrrolo[3,2-b]pyridin-3-yl)-5-(3-methoxyprop-1-yn-1-yl)-1H-benzo[d]imidazole-2-amine